2-[2-(2-methoxyethoxy)ethoxy]ethane-1-sulfonamide COCCOCCOCCS(=O)(=O)N